N4-((R)-1-(4-(trifluoromethyl)thiophen-2-yl)ethyl)-N2-methyl-6-morpholinopyrido[3,4-d]pyrimidine-2,4-diamine FC(C=1C=C(SC1)[C@@H](C)NC=1C2=C(N=C(N1)NC)C=NC(=C2)N2CCOCC2)(F)F